tert-butyl 3-(2-(3-((5S,8S)-5-(3-(tert-butoxy)-3-oxopropyl)-3,6,9-trioxo-8-phenethyl-1-phenyl-2-oxa-4,7,10-triazaundecan-11-yl)-4-methylphenoxy)ethyl)piperidine-1-carboxylate C(C)(C)(C)OC(CC[C@H](NC(OCC1=CC=CC=C1)=O)C(N[C@H](C(NCC=1C=C(OCCC2CN(CCC2)C(=O)OC(C)(C)C)C=CC1C)=O)CCC1=CC=CC=C1)=O)=O